C(=O)O.C1=C2C(=C(N=N1)N)C=NC=C2 pyrido[3,4-d]pyridazin-4-amine formate